N[C@@H](C(=O)O)CC(=O)C1=C(C=CC(=C1)C1CCCCC1)N (R)-2-amino-4-(2-amino-5-cyclohexylphenyl)-4-oxobutanoic acid